CC1=NNC(=C1C1=CC(=NC=C1)C(F)(F)F)C 3,5-dimethyl-4-[2-(trifluoromethyl)-4-pyridyl]pyrazol